[Br-].NC1=C(C=NN1CCCNC(=O)OC(C)(C)C)/N=N/C=1N(C=C[N+]1CCCNC(C(F)(F)F)=O)CCC (E)-2-((5-amino-1-(3-((tertbutoxycarbonyl)amino)propyl)-1H-pyrazol-4-yl)diazenyl)-1-propyl-3-(3-(2,2,2-trifluoroacetamido)propyl)-1H-imidazol-3-ium bromide